8-chloro-3-(5-(difluoromethyl)-1,3,4-thiadiazol-2-yl)-N-(3-(fluoromethyl)oxetane-3-yl)-N-((2-(trimethylsilyl)ethoxy)methyl)imidazo[1,5-a]pyridine-6-sulfonamide ClC=1C=2N(C=C(C1)S(=O)(=O)N(COCC[Si](C)(C)C)C1(COC1)CF)C(=NC2)C=2SC(=NN2)C(F)F